C(C)(=O)OCC(CC1=C(N(C2=CC=C(C=C12)C1=CCC=NC1)CC)C=1C(=NC=C(C1)N1C[C@@H]2N(CC1)CCCC2)[C@H](C)OC)(C)C 5-(3-(3-acetoxy-2,2-dimethylpropyl)-1-ethyl-2-(2-((S)-1-methoxyethyl)-5-((R)-octahydro-2H-pyrido[1,2-a]pyrazin-2-yl)pyridin-3-yl)-1H-indol-5-yl)-3,6-dihydropyridin